7-((2R,4S)-2-(1-cyclopropyl-1H-pyrazol-4-yl)tetrahydro-2H-pyran-4-yl)-5-(2,4-difluorophenyl)-2,3-dimethylpyrido[3,4-b]pyrazine C1(CC1)N1N=CC(=C1)[C@@H]1OCC[C@@H](C1)C1=CC=2C(=NC(=C(N2)C)C)C(=N1)C1=C(C=C(C=C1)F)F